C12(CC(C1)C2)NC(=O)C2=C(C(=NC=C2)Cl)Cl N-{bicyclo[1.1.1]Pentane-1-yl}-2,3-dichloropyridine-4-carboxamide